FC1(CC(C1)NC(C1=C(C=C(C=C1OC)N1C=NC2=C1C=CC(=C2)C=2C=NN(C2)C)OC)=O)F N-(3,3-difluorocyclobutyl)-2,6-dimethoxy-4-[5-(1-methylpyrazol-4-yl)benzimidazol-1-yl]benzamide